C(C)(C)OC(N[C@@H]1CO[C@H](CC1)C=1SC=CN1)=O.FC1(CCN(CC1)C1=NC(=CC(=N1)OC)C#C[Si](C)(C)C)F (4,4-difluoropiperidin-1-yl)-4-methoxy-6-((trimethylsilyl)ethynyl)pyrimidine trans-isopropyl-N-(6-thiazol-2-yltetrahydropyran-3-yl)carbamate